6,7-dimethoxy-2-(2-methyl-1H-indol-4-yl)-4-(piperidine-1-carbonyl)isoquinolin-1(2H)-one COC=1C=C2C(=CN(C(C2=CC1OC)=O)C1=C2C=C(NC2=CC=C1)C)C(=O)N1CCCCC1